Tert-butyl-4-amino-4-(pyridin-2-ylmethyl)piperidine C(C)(C)(C)N1CCC(CC1)(CC1=NC=CC=C1)N